C(C)(=O)C1=CC=C(C=C1)C1=CC=C(C=C1)C(=O)O 4'-ACETYL-BIPHENYL-4-CARBOXYLIC ACID